(4-nitropyridin-2-yl)prop-2-enamide [N+](=O)([O-])C1=CC(=NC=C1)C(C(=O)N)=C